N1(C=NC=C1)CCCN(CCC(=O)OCCSCCCCCCCCCCCCCC)CCCCCCCCOC(CC12CC3CC(CC(C1)C3)C2)=O 2-(tetradecylthio)ethyl 3-((3-(1H-imidazol-1-yl)propyl)(8-(2-((3r,5r,7r)-adamantan-1-yl)acetoxy)octyl)amino)propanoate